(2S,3R,E)-ethyl 3-hydroxy-2-((E)-((1S,2S,5S)-2-hydroxy-2,6,6-trimethylbicyclo[3.1.1]heptan-3-ylidene)amino)octadec-4-enoate O[C@@H]([C@@H](C(=O)OCC)/N=C\1/[C@@]([C@@H]2C([C@H](C1)C2)(C)C)(C)O)\C=C\CCCCCCCCCCCCC